CC=1C=CC(=C(C1)C1=C(C=CC=C1)NC(C1=NC=CC=C1)=O)SC1=CC=C(C=C1)C N-(5'-methyl-2'-(p-tolylthio)-[1,1'-biphenyl]-2-yl)picolinamide